C(#N)C[C@@H]1N(CCN(C1)C=1C2=C(N=C(N1)SC)CN(CC2)C2=CC=CC1=CC=CC(=C21)C)C(=O)OCC2=CC=CC=C2 benzyl (S)-2-(cyanomethyl)-4-(7-(8-methylnaphthalen-1-yl)-2-(methylthio)-5,6,7,8-tetrahydropyrido[3,4-d]pyrimidin-4-yl)piperazine-1-carboxylate